(rac)-(3-fluorophenyl)(oxazol-2-yl)methanamine FC=1C=C(C=CC1)[C@@H](N)C=1OC=CN1 |r|